1-(5-chloro-2-hydroxymethylphenyl)-3-(2-fluoropyridin-4-yl)urea ClC=1C=CC(=C(C1)NC(=O)NC1=CC(=NC=C1)F)CO